ClC1=C(C=CC(=N1)C(C#N)C)[N+](=O)[O-] 2-(6-chloro-5-nitropyridin-2-yl)propionitrile